[K].FC1(CCC(CC1)CN1C=CC2=CC(=CC=C12)C(C(=O)N)=C)F (1-((4,4-difluorocyclohexyl)methyl)-1H-indol-5-yl)acrylamide Potassium